monocalcium phosphate chloride [Cl-].P(=O)([O-])(O)O.[Ca+2]